1-(Hydroxyethyl)imidazol OCCN1C=NC=C1